tert-butyl N-[(1S)-1-{[(1S)-1-{[4-(hydroxymethyl)-2-methylphenyl]carbamoyl}ethyl]carbamoyl}-2-methylpropyl]carbamate OCC1=CC(=C(C=C1)NC(=O)[C@H](C)NC(=O)[C@H](C(C)C)NC(OC(C)(C)C)=O)C